tri(ortho-tolyl)phosphine butyl-N-[4-[4-amino-3-(1H-indol-5-yl)pyrazolo[3,4-d]pyrimidin-1-yl]butyl]carbamate C(CCC)OC(NCCCCN1N=C(C=2C1=NC=NC2N)C=2C=C1C=CNC1=CC2)=O.C2(=C(C=CC=C2)P(C2=C(C=CC=C2)C)C2=C(C=CC=C2)C)C